N-benzyl-2-chloro-N-(4-(4-((10-hydroxydecyl)oxy)phenoxy)phenyl)acetamide C(C1=CC=CC=C1)N(C(CCl)=O)C1=CC=C(C=C1)OC1=CC=C(C=C1)OCCCCCCCCCCO